N-(1-(4-((3-Chlorobenzo[b]thiophen-2-yl)methyl)piperazine-1-carbonyl)-1H-pyrazol-3-yl)methanesulfonamide ClC=1C2=C(SC1CN1CCN(CC1)C(=O)N1N=C(C=C1)NS(=O)(=O)C)C=CC=C2